[K+].FC(S(=O)(=O)[O-])(F)F trifluoromethanesulfonic acid potassium salt